N-[2-[4-(hydroxymethyl)cyclohexyl]-6-(1-hydroxy-1-methyl-ethyl)indazol-5-yl]-6-methoxy-pyridine-2-carboxamide OCC1CCC(CC1)N1N=C2C=C(C(=CC2=C1)NC(=O)C1=NC(=CC=C1)OC)C(C)(C)O